5-nitro-2-chloro-benzotrifluoride [N+](=O)([O-])C=1C=CC(=C(C1)C(F)(F)F)Cl